2,4-dichloro-6-methoxytriazine ClN1NC(=CC(=N1)Cl)OC